(1S,3R,4S,5R)-3-((5-chloro-4-(4-fluoro-1-isopropyl-2-methyl-1H-benzo[d]imidazol-6-yl)pyrimidin-2-yl)amino)-6,8-dioxabicyclo[3.2.1]octan-4-ol ClC=1C(=NC(=NC1)N[C@@H]1C[C@H]2CO[C@@H]([C@H]1O)O2)C=2C=C(C1=C(N(C(=N1)C)C(C)C)C2)F